ethyl (2Z)-3-amino-4,4,5,5,5-pentafluoropent-2-enoate N\C(=C/C(=O)OCC)\C(C(F)(F)F)(F)F